methyl amyl-sulfonate C(CCCC)S(=O)(=O)OC